8-methoxyquinazolin COC=1C=CC=C2C=NC=NC12